COC1=NC(=NN2C1=C(C=C2)C=2C=C1N=CC=NC1=CC2)NC2CCN(CC2)C2COC2 4-Methoxy-N-(1-(oxetan-3-yl)piperidin-4-yl)-5-(quinoxalin-6-yl)pyrrolo[2,1-f][1,2,4]triazin-2-amine